C(C)(C)C1(CC=C(CC1)C)SC[C@H](N)C(=O)OCC ethyl S-(1-isopropyl-4-methylcyclohex-3-en-1-yl)cysteinate